BrCCCCCCCC(=O)F 8-bromooctanoyl fluoride